3-(2-methoxyethyl) 5-[(2E)-3-(pyridin-4-yl)-2-propen-1-yl]2,6-dimethyl-4-(2-nitrophenyl)-1,4-dihydropyridine-3,5-dicarboxylate N1=CC=C(C=C1)/C=C/CC1(C(C(=C(NC1C)C)C(=O)OCCOC)C1=C(C=CC=C1)[N+](=O)[O-])C(=O)[O-]